FC(OC=1C=C(C=C(C1)F)C1=CC2=C(O[C@H](CN2S(=O)(=O)C2=CC(=CC=C2)C(F)(F)F)C23CCC(CC2)(CC3)C(=O)O)C=C1)F (S)-4-(6-(3-(difluoromethoxy)-5-fluorophenyl)-4-((3-(trifluoromethyl)phenyl)sulfonyl)-3,4-dihydro-2H-benzo[b][1,4]oxazin-2-yl)bicyclo[2.2.2]octane-1-carboxylic acid